C(C1=CC=CC=C1)N1C(=NC2=C1C(=CC=C2)C(=O)N[C@H](C(=O)NC2=CC=C(C=C2)Cl)C)C2=C(C=C(C=C2)O)Cl (S)-1-benzyl-2-(2-chloro-4-hydroxyphenyl)-N-(1-((4-chlorophenyl)amino)-1-oxopropan-2-yl)-1H-benzo[d]imidazole-7-carboxamide